tert-butyl N-[2-[2-[3-[2-(2,6-dioxo-3-piperidyl)-1,3-dioxo-isoindolin-4-yl]prop-2-ynoxy]ethoxy]ethyl]carbamate O=C1NC(CCC1N1C(C2=CC=CC(=C2C1=O)C#CCOCCOCCNC(OC(C)(C)C)=O)=O)=O